[3,3'-bipyrrolo[2,3-b]pyridineylidene]-2,2'(1H,1'H)-dione N1C(C(C=2C1=NC=CC2)=C2C(NC1=NC=CC=C12)=O)=O